FC=1C=C2C(C(=C(C(C2=CC1)=O)C)CC=1C=NC(=NC1)C(F)(F)F)=O 6-fluoro-2-methyl-3-((2-(trifluoromethyl)pyrimidin-5-yl)methyl)naphthalene-1,4-dione